tert-butyl N-[4-chloro-2-[[(1S)-3-(methylamino)-1-[[(3S,5R)-5-methyl-2-oxo-pyrrolidin-3-yl]methyl]-2,3-dioxo-propyl]carbamoyl]phenyl]carbamate ClC1=CC(=C(C=C1)NC(OC(C)(C)C)=O)C(N[C@H](C(C(=O)NC)=O)C[C@H]1C(N[C@@H](C1)C)=O)=O